C(C)NC1=CN=NC=C1 N-ethylpyridazin-4-amine